S1C(=NC2=C1C=CC=C2)C(=O)C=2SC=CC2 benzo[d]thiazol-2-yl-(thien-2-yl)methanone